N,N-Dimethyl-N-(methylsulfanylmethylene)-ammonium Iodide [I-].C[N+](=CSC)C